FC1=CC=C(C=C1)C=1C=C2C=CC=CN2C1 2-(4-fluorophenyl)indolizine